tert-Butyl ((1S,3R)-3-((3-fluoro-6-(1-methyl-1H-pyrazol-4-yl)pyrazolo[1,5-a]pyrazin-4-yl)oxy)cyclopentyl)carbamate FC=1C=NN2C1C(=NC(=C2)C=2C=NN(C2)C)O[C@H]2C[C@H](CC2)NC(OC(C)(C)C)=O